C(C\C=C\CC)O (e)-3-hexen-1-ol